5-dimethylamino-3-methyl-1-pentanol CN(CCC(CCO)C)C